(R)-5-(((4-(3-chloro-4-(2-chloro-3-(8-chloro-6-((((S)-2-hydroxypropyl)amino)methyl)-5-methoxyquinolin-2-yl)phenyl)pyridin-2-yl)-2-methoxybenzyl)amino)methyl)pyrrolidin-2-one ClC=1C(=NC=CC1C1=C(C(=CC=C1)C1=NC2=C(C=C(C(=C2C=C1)OC)CNC[C@H](C)O)Cl)Cl)C1=CC(=C(CNC[C@H]2CCC(N2)=O)C=C1)OC